NC1=NC=CC(=N1)C=1C2=C(C(=NC1)NCC=1C=C(C(=O)NC3=NC=C(C=C3)N3CCN(CC3)C(=O)C3CCN(CC3)C)C=CC1)CCO2 3-(((7-(2-aminopyrimidin-4-yl)-2,3-dihydrofuro[3,2-c]pyridin-4-yl)amino)methyl)-N-(5-(4-(1-methylpiperidine-4-carbonyl)piperazin-1-yl)pyridin-2-yl)benzamide